(S)-4-((2-(tert-butoxy)-2-oxo-1-phenylethyl)((((di-tert-butoxyphosphoryl)oxy)methoxy)carbonyl)amino)butanoic acid C(C)(C)(C)OC([C@H](C1=CC=CC=C1)N(CCCC(=O)O)C(=O)OCOP(=O)(OC(C)(C)C)OC(C)(C)C)=O